BrC1=C(C(=CC=C1)C1=NSC(=C1)N1CCNCC1)O 2-bromo-6-(5-(piperazin-1-yl)isothiazol-3-yl)phenol